C(#N)C1=C(NC=2C=C3C(N(C=NC3=CC2)CCCC(=O)N2CCN(CC2)C(=O)OC(C)(C)C)=O)C=CC=C1NS(=O)(=O)N1C[C@@H](CC1)F tert-butyl 4-[4-[6-[2-cyano-3-[[(3R)-3-fluoropyrrolidin-1-yl]sulfonylamino]anilino]-4-oxo-quinazolin-3-yl]butanoyl]piperazine-1-carboxylate